FC(C1=CC=C(C=C1)C1=NC(=CC2=CC=CC=C12)C=1C=C(C=CC1)C(C(=O)N)=C)(F)F (3-(1-(4-(trifluoromethyl)phenyl)isoquinolin-3-yl)phenyl)acrylamide